FC(C=1N(C=CN1)C(C)C1=CC=C(N)C=C1)F 4-(1-(2-(difluoromethyl)-1H-imidazol-1-yl)ethyl)aniline